BrC1=C(C(=CC(=C1)C(C(F)(F)F)(C(F)(F)F)F)OC(F)F)NC(C1=C(C(=CC=C1)N(C(=O)C1=CC=NC=C1)C)OC)=O N-[2-bromo-6-(difluoromethoxy)-4-(1,1,1,2,3,3,3-heptafluoropropan-2-yl)phenyl]-3-{methyl[(pyridin-4-yl)carbonyl]amino}-2-methoxybenzamide